E-1-Bromo-4-(2-isocyanovinyl)benzene BrC1=CC=C(C=C1)\C=C\[N+]#[C-]